N1C(=NC2=C1C=CC=C2)C(CCl)=O 1-(1H-benzimidazol-2-yl)-2-chloroethanone